(1r,4r)-4-(9a-((3-fluorophenyl)sulfonyl)-3-(perfluoropropan-2-yl)-6,6a,7,8,9,9a-hexahydro-5H-pyrrolo[2,3-H]isoquinoline-7-carbonyl)cyclohexane-1-carboxylic acid FC=1C=C(C=CC1)S(=O)(=O)C12C(CCC=3C=C(N=CC13)C(C(F)(F)F)(C(F)(F)F)F)N(CC2)C(=O)C2CCC(CC2)C(=O)O